2-methyl-6-methyleneoct-7-en-2-ol CC(C)(CCCC(C=C)=C)O